C(C)C(COC(CCCCCCCCC(=O)OCC(CCCC)CC)=O)CCCC sebacic acid di(2-ethylhexyl) ester